C1(=CC(=CC=C1)C(C(OC(=O)N[C@@H](CC(C)C)C(=O)O)C1=CC=CC=C1)(F)F)C1=CC=CC=C1 ((2-([1,1'-biphenyl]-3-yl)-2,2-difluoro-1-phenylethoxy)carbonyl)-L-leucine